(naphthalen-1-yl)ethanamine C1(=CC=CC2=CC=CC=C12)C(C)N